tert-butyl (S)-7-chloro-6-((1R*,2R*)-2-(ethoxycarbonyl)cyclopropyl)-8-methoxy-1-methyl-1,3-dihydro-2H-pyrrolo[3,4-c]quinoline-2-carboxylate ClC=1C(=CC=2C3=C(C=NC2C1[C@H]1[C@@H](C1)C(=O)OCC)CN([C@H]3C)C(=O)OC(C)(C)C)OC |o1:11,12|